ethylenedithiobis(trimethylsilane) C(CS[Si](C)(C)C)S[Si](C)(C)C